benzyl 4-((3S,5S)-1-(tert-butoxycarbonyl)-5-(((tert-butyldimethylsilyl)oxy)methyl)pyrrolidin-3-yl)piperazine-1-carboxylate C(C)(C)(C)OC(=O)N1C[C@H](C[C@H]1CO[Si](C)(C)C(C)(C)C)N1CCN(CC1)C(=O)OCC1=CC=CC=C1